2-[4-(5-chloro-3-methylbenzo[b]thiophene-2-sulfonylamino)-3-methyl-sulfonylphenyl]oxazole-4-carboxylic acid ClC1=CC2=C(SC(=C2C)S(=O)(=O)NC2=C(C=C(C=C2)C=2OC=C(N2)C(=O)O)S(=O)(=O)C)C=C1